C(#N)C=1C(=C(C=CC1)B(O)O)OC 3-CYANO-2-METHOXYPHENYLBORONIC ACID